6-{[(1R)-1-(4-chlorophenyl)-7-fluoro-5-{1-hydroxy-1-[trans-4-hydroxycyclohexyl]propyl}-3-oxo-1-[cis-3-hydroxycyclobutoxy]-2,3-dihydro-1H-isoindol-2-yl]methyl}pyridine-3-carbonitrile ClC1=CC=C(C=C1)[C@@]1(N(C(C2=CC(=CC(=C12)F)C(CC)([C@@H]1CC[C@H](CC1)O)O)=O)CC1=CC=C(C=N1)C#N)O[C@@H]1C[C@@H](C1)O